CCCCCCCCCCCCCCCCCCCC/C=C/C(=O)SCCNC(=O)CCNC(=O)[C@@H](C(C)(C)COP(=O)(O)OP(=O)(O)OC[C@@H]1[C@H]([C@H]([C@@H](O1)N2C=NC3=C(N=CN=C32)N)O)OP(=O)(O)O)O The molecule is a very long-chain fatty acyl-CoA that results from the formal condensation of the thiol group of coenzyme A with the carboxy group of (2E)-tricosenoic acid. It is an alk-2-enoyl-CoA, a trans-2-enoyl-CoA, a monounsaturated fatty acyl-CoA and an ultra-long-chain fatty acyl-CoA. It is a conjugate acid of a (2E)-tricosenoyl-CoA(4-).